(R)-5-((((3'-chloro-2'-(2-chloro-3-((3-fluoro-4-(((2-hydroxyethyl)amino)methyl)pyridin-2-yl)amino)phenyl)-4-fluoro-6-methoxy-[2,4'-bipyridin]-5-yl)methyl)amino)methyl)pyrrolidin-2-one ClC=1C(=NC=CC1C1=NC(=C(C(=C1)F)CNC[C@H]1CCC(N1)=O)OC)C1=C(C(=CC=C1)NC1=NC=CC(=C1F)CNCCO)Cl